Cl.NCC(C(C)(O)C1=CC=C(C=C1)F)(F)F 4-amino-3,3-difluoro-2-(4-fluorophenyl)butan-2-ol hydrochloride